NC1=C(C2=C(S1)C(C(CC2)(C2=CC=CC=C2)C#N)=O)C(=O)NC2(CC2)C#N 2-Amino-6-cyano-N-(1-cyanocyclopropyl)-7-oxo-6-phenyl-4,5,6,7-tetrahydrobenzo[b]thiophene-3-carboxamide